COC(=O)[C@@H]1CC[C@H](CC1)NC1=NC=C(C(=N1)C1=CC(=CC=C1)N1C(CCCC1)=O)F trans-methyl-4-((5-fluoro-4-(3-(2-oxopiperidin-1-yl)phenyl)pyrimidin-2-yl)amino)cyclohexane-1-carboxylate